2,3-dimethoxy-N-[(3R)-1-(2-methoxyethyl)piperidin-3-yl]acridin-9-amine COC1=CC2=C(C3=CC=CC=C3N=C2C=C1OC)N[C@H]1CN(CCC1)CCOC